ClC1=C(C=CC=C1NC(=O)C=1N(C2=C(CN(CC2)C)N1)C)C1=C(C(=CC=C1)C1=NC=C(C(=N1)OC)CN1CC(C1)CO)Cl N-(2,2'-dichloro-3'-(5-((3-(hydroxymethyl)azetidin-1-yl)methyl)-4-methoxypyrimidin-2-yl)-[1,1'-biphenyl]-3-yl)-1,5-dimethyl-4,5,6,7-tetrahydro-1H-imidazo[4,5-c]pyridine-2-carboxamide